3,5-difluorophenylboric acid FC=1C=C(C=C(C1)F)OB(O)O